C1(=CC=CC=2OC3=C(C21)C=CC=C3)C3=CC=2OC=1C=C(C=C4OC=5C=CC=CC5N(C14)C2C=C3)C3=CC=CC=2OC1=C(C23)C=CC=C1 3,7-bis(dibenzofuran-1-yl)-5,9-dioxa-13b-azanaphtho[3,2,1-de]-anthracene